FC1=CC=C2C=C(C=C(C2=C1F)C1=C(C=2N=C(N=C(C2C=N1)N1CC(CCC1)CS(=O)(=O)N)OC[C@]12CCCN2C[C@@H](C1)F)F)O 1-(1-(7-(7,8-difluoro-3-hydroxynaphthalen-1-yl)-8-fluoro-2-(((2R,7aS)-2-fluorohexahydro-1H-pyrrolizin-7a-yl)methoxy)pyrido[4,3-d]pyrimidin-4-yl)piperidin-3-yl)methanesulfonamide